cyclopropane acrylic acid salt C(C=C)(=O)O.C1CC1